C(C)(C)(C)OC(=O)N1CC(N(C(C1)C=C)C(C)(C)C1=CC=CC=C1)C=C 4-(2-Phenylpropan-2-yl)-3,5-divinylpiperazine-1-carboxylic acid tert-butyl ester